5,7,12,14-pentacenetetrone C1=CC=CC=2C(C3=CC=4C(C5=CC=CC=C5C(C4C=C3C(C12)=O)=O)=O)=O